6-bromo-4-{4-[(2-methoxyphenyl)methyl]piperazin-1-yl}-1-methyl-2-oxo-1,2-dihydro-1,5-naphthyridine-3-carbonitrile BrC=1N=C2C(=C(C(N(C2=CC1)C)=O)C#N)N1CCN(CC1)CC1=C(C=CC=C1)OC